(S)-2-chloro-4-(8-(2-fluoro-4-(2-oxo-7-azaspiro[3.5]nonane-7-carbonyl)phenyl)-3-methyl-2,8-diazaspiro[4.5]dec-2-yl)benzonitrile ClC1=C(C#N)C=CC(=C1)N1CC2(C[C@@H]1C)CCN(CC2)C2=C(C=C(C=C2)C(=O)N2CCC1(CC(C1)=O)CC2)F